ClC1=CC(=CC(=N1)N1C(OC[C@H]1C(=O)N(C)C1=CC(=C(C=C1)F)Cl)=O)OC(F)F (S)-3-(6-chloro-4-(difluoromethoxy)pyridin-2-yl)-N-(3-chloro-4-fluorophenyl)-N-methyl-2-oxooxazolidine-4-carboxamide